7-(2-methoxyphenyl)-3-(2-methoxyethyl)-1-((3-(trifluoromethyl)phenyl)sulfonyl)-2,3-dihydroquinazolin-4(1H)-one COC1=C(C=CC=C1)C1=CC=C2C(N(CN(C2=C1)S(=O)(=O)C1=CC(=CC=C1)C(F)(F)F)CCOC)=O